COC1=C(C=CC=C1)NC=1N=CC2=C(N1)N(C(C=C2C#C[Si](C(C)C)(C(C)C)C(C)C)=O)C2=CC=C(C=C2)[N+](=O)[O-] 2-((2-Methoxyphenyl)amino)-8-(4-nitrophenyl)-5-((triisopropylsilyl)ethynyl)pyrido[2,3-d]pyrimidin-7(8H)-one